4-(2-fluoro-4-methylpyridin-3-yl)-6-(6-(trifluoromethyl)pyridin-2-yl)-N-(2-(trifluoromethyl)pyridin-4-yl)-1,3,5-triazin-2-amine FC1=NC=CC(=C1C1=NC(=NC(=N1)C1=NC(=CC=C1)C(F)(F)F)NC1=CC(=NC=C1)C(F)(F)F)C